COC(=O)C1=NC=C(N=C1)N1CC2(CC2)[C@@H](C1)NC(=O)OC(C)(C)C.C(C)S(=O)(=O)N1CCNCC1 1-(ethylsulfonyl)piperazine methyl-(S)-5-(7-((tert-butoxycarbonyl)amino)-5-azaspiro[2.4]heptan-5-yl)pyrazine-2-carboxylate